1-(3-(4-(2,6-Diazaspiro[3.3]heptan-2-yl)-1-(4-(trifluoromethoxy)phenyl)-1H-pyrazolo[3,4-b]pyridin-3-yl)azetidin-1-yl)-2-fluoroprop-2-en-1-one formate C(=O)O.C1N(CC12CNC2)C2=C1C(=NC=C2)N(N=C1C1CN(C1)C(C(=C)F)=O)C1=CC=C(C=C1)OC(F)(F)F